methylenebis(salicylate) C(OC=1C(C(=O)[O-])=CC=CC1)OC=1C(C(=O)[O-])=CC=CC1